IC=1N(C=CN1)C 2-Iodo-1-methyl-1H-imidazole